N-(2-chloro-4-fluoro-3-iodophenyl)-N-((2-(trimethylsilyl)ethoxy)-methyl)benzenesulfonamide ClC1=C(C=CC(=C1I)F)N(S(=O)(=O)C1=CC=CC=C1)COCC[Si](C)(C)C